F[C@H]1[C@@]2(CCC[C@](C[C@H]1N(C=1N=CC(=NC1)C1=C(C=C(C=C1)C=1OC=NN1)O)C)(N2)C)C 2-(5-{[(1S,2R,3R,5R)-2-fluoro-1,5-dimethyl-9-azabicyclo[3.3.1]nonan-3-yl](methyl)amino}pyrazin-2-yl)-5-(1,3,4-oxadiazol-2-yl)phenol